racemic-penicillamine N[C@@H](C(C)(C)S)C(=O)O |r|